C(C)OC(C(=O)C(F)(F)F)=O trifluoropyruvic acid ethyl ester